tert-butyl (4-(3-hydroxyoxetan-3-yl)phenyl)carbamate OC1(COC1)C1=CC=C(C=C1)NC(OC(C)(C)C)=O